Cl.FC1=CC=C(C=C1)S(=O)(=O)CCN {2-[(4-fluorophenyl)sulfonyl]ethyl}amine hydrochloride